1-(2,6-difluoro-4-methoxyphenyl)-N-((1S,2S,4S,5R)-4-methyl-8-(1H-tetrazol-5-yl)-8-azabicyclo[3.2.1]octan-2-yl)cyclopropane-1-carboxamide FC1=C(C(=CC(=C1)OC)F)C1(CC1)C(=O)N[C@@H]1[C@@H]2CC[C@H]([C@H](C1)C)N2C2=NN=NN2